ClC1=C(C=CC=C1)CN1N=C(C=C1C1=CC(=CC=C1)OC)CO[C@](C(=O)OCC)(CC)C ethyl (2S)-2-([1-[(2-chlorophenyl)-methyl]-5-(3-methoxyphenyl)-1H-pyrazol-3-yl]methoxy)-2-methylbutanoate